phenyl ethenesulfonate C(=C)S(=O)(=O)OC1=CC=CC=C1